ClC1=C(C=CC=C1)C=1CCN(CC1)C(=O)OC(C)(C)C Tert-butyl 4-(2-chlorophenyl)-3,6-dihydropyridine-1(2H)-carboxylate